4-((3-chloro-4-fluorophenyl)amino)-7-fluoro-1H-indole-2-carbonitrile ClC=1C=C(C=CC1F)NC1=C2C=C(NC2=C(C=C1)F)C#N